4-chloro-N-(1-((dimethylamino)methyl)cyclopropyl)-2,3-dihydro-1H-indene-1-carboxamide ClC1=C2CCC(C2=CC=C1)C(=O)NC1(CC1)CN(C)C